ethyl 5-amino-2-(3-hydroxy-3-methyl-butyl)pyrazolo[1,5-a]pyridine-6-carboxylate NC1=CC=2N(C=C1C(=O)OCC)N=C(C2)CCC(C)(C)O